C(C)(C)(C)OC(=O)N1CCC(=CC1)C=1C=C(C=2N(C1)C=NC2)C2=C(C=C(C=C2)F)C(N(C(C)C)CC)=O 4-(8-{2-[ethyl(isopropyl)carbamoyl]-4-fluorophenyl}imidazo[1,5-a]pyridin-6-yl)-1,2,3,6-tetrahydropyridine-1-carboxylic acid tert-butyl ester